BrC1=CC(=C2C(N(C(C2=C1)=O)CC1=CC=C(C=C1)OC)(O)C1=C(C=CC(=C1)F)Cl)[N+](=O)[O-] 6-bromo-3-(2-chloro-5-fluorophenyl)-3-hydroxy-2-(4-methoxybenzyl)-4-nitroisoindol-1-one